FC(OC1=C(C(=O)NCC)C(=CC(=C1)C1=CN=C2N1C=CC(=C2)C=2C=NN(C2)C2CCNCC2)OC)F 2-(difluoromethoxy)-N-ethyl-6-methoxy-4-[7-[1-(4-piperidinyl)pyrazol-4-yl]imidazo[1,2-a]pyridin-3-yl]benzamide